NC1=NC=C(C(=N1)N1CCC2=CC=C(C=C12)C#CC(C)(O)C=1SC=CN1)Cl 4-[1-(2-amino-5-chloropyrimidin-4-yl)-2,3-dihydroindol-6-yl]-2-(1,3-thiazol-2-yl)but-3-yn-2-ol